NC=1N=NC(=CC1N1CC2CCC(C1)N2CC2=CC(=C(C=C2)C2C(NC(CC2)=O)=O)F)C2=C(C=CC(=C2)F)O 3-(4-((3-(3-amino-6-(5-fluoro-2-hydroxyphenyl)pyridazin-4-yl)-3,8-diazabicyclo[3.2.1]octan-8-yl)methyl)-2-fluorophenyl)piperidine-2,6-dione